COC[C@]1(C(N(CC1)C=1C=2N(N=CC1)C=C(C2)C=2C=NN(C2)C)=O)C#N |o1:3| rel-(3R)-3-(methoxymethyl)-1-[6-(1-methylpyrazol-4-yl)pyrrolo[1,2-b]pyridazin-4-yl]-2-oxopyrrolidine-3-carbonitrile